ethyl 5-{5-[(2,3-difluoro-6-methoxyphenyl) methoxy]-2-fluoro-4-methoxyphenyl}-1,7-dimethyl-4,6-dioxapyrazolo[3,4-d]pyrimidine-3-carboxylate FC1=C(C(=CC=C1F)OC)COC=1C(=CC(=C(C1)N1ON(C2=C(O1)C(=NN2C)C(=O)OCC)C)F)OC